2,6-dimethyl-2H-indazol-5-amine hydrochloride Cl.CN1N=C2C=C(C(=CC2=C1)N)C